C(=O)(O)C=1C(=C(C(=O)NC2=C(C(C(=O)O)=CC=C2)C(=O)O)C=C(C1)O)O 3-(3-carboxy-2,5-dihydroxybenzoylamino)phthalic acid